3-cyclopropyl-N-isobutyl-9-[[4-(2-methylpyrazol-3-yl)-1,2,4-triazol-3-yl]amino]-8,9-dihydro-7H-cyclopenta[H]isoquinoline-5-sulfonamide C1(CC1)C=1N=CC=2C3=C(C=C(C2C1)S(=O)(=O)NCC(C)C)CCC3NC3=NN=CN3C=3N(N=CC3)C